C[C@@]12CCC/C(/[C@@H]2CC[C@@H]1[C@H](C)CCN1C[C@@H](OCC1)C)=C\C=C1C[C@H](C([C@@H](C1)O)=C)O (1R,3R)-5-(2-((1R,3aS,7aR,E)-7a-methyl-1-((R)-4-((S)-2-methylmorpholino)butan-2-yl)Octahydro-4H-inden-4-ylidene)ethylidene)-2-methylenecyclohexane-1,3-diol